5-Chloro-4-cyano-2,3-dimethylbenzoic acid ClC=1C(=C(C(=C(C(=O)O)C1)C)C)C#N